N1(C=NC2=C1C=CC=C2)C2=C(C=C(C=C2)NC(CC2=C(C=CC=C2)Cl)=O)S(N)(=O)=O N-[4-(1H-Benzoimidazol-1-yl)-3-sulfamoylphenyl]-2-(2-chlorophenyl)acetamide